ClC=1C=C(C=NC1N1N=CC=N1)NC(=O)C=1C=NN(C1C(F)(F)F)C1=CN=C(C2=CC=CC=C12)C(F)F N-(5-chloro-6-(2H-1,2,3-triazol-2-yl)pyridin-3-yl)-1-(1-(difluoromethyl)isoquinolin-4-yl)-5-(trifluoromethyl)-1H-pyrazole-4-carboxamide